CC1=NC2=CC=C(C=C2C(=N1)N[C@H](C)C1=CC(=CC(=C1)C(F)(F)F)[N+](=O)[O-])C1CCN(CC1)CC(=O)NCCC1CCC2(CCN(CC2)C(=O)OC(C)(C)C)CC1 tert-Butyl (R)-9-(2-(2-(4-(2-methyl-4-((1-(3-nitro-5-(trifluoromethyl)phenyl)ethyl)amino)quinazolin-6-yl)piperidin-1-yl)acetamido)ethyl)-3-azaspiro[5.5]undecane-3-carboxylate